3-bromo-5-chloro-2-methoxyisonicotinamide BrC1=C(C(=O)N)C(=CN=C1OC)Cl